tert-Butyl (1S,3S,4R)-3-((3-methyl-6-(trifluoromethyl)pyridin-2-yl)carbamoyl)-2-azabicyclo[2.2.1]heptane-2-carboxylate CC=1C(=NC(=CC1)C(F)(F)F)NC(=O)[C@H]1N([C@H]2CC[C@@H]1C2)C(=O)OC(C)(C)C